ClC1=C(C(=NN1C1=CC=CC=C1)COC)C=O 5-CHLORO-3-(METHOXYMETHYL)-1-PHENYL-1H-PYRAZOLE-4-CARBALDEHYDE